COC=1C=C(C=CC1OC)[C@@]12CCN([C@H]2C=C(CC1)OC(CC(CCC)CC)=O)C (3aS,7aS)-3a-(3,4-dimethoxyphenyl)-1-methyl-2,3,3a,4,5,7a-hexahydro-1H-indol-6-yl-3-ethylhexanoate